fluorenone C1=CC=C2C(=C1)C3=CC=CC=C3C2=O